CC1=CC=C(N=N1)NC1=CC2=C(N(C=N2)C2=CC=C(C(=N2)C=2C=NN(C2C)CC(F)(F)F)CO)C=C1 [6-[5-[(6-methylpyridazin-3-yl)amino]benzimidazol-1-yl]-2-[5-methyl-1-(2,2,2-trifluoroethyl)pyrazol-4-yl]-3-pyridyl]methanol